2-[4-[(1R,2S)-6-hydroxy-2-phenyl-tetralin-1-yl]phenoxy]acetaldehyde OC=1C=C2CC[C@@H]([C@@H](C2=CC1)C1=CC=C(OCC=O)C=C1)C1=CC=CC=C1